C(CCCCCCCCCCCCCCC(C)C)(=O)OCC(COC(CCCCCCCCCCCCCCC(C)C)=O)(COC(CCCCCCCCCCCCCCC(C)C)=O)COC(CCCCCCCCCCCCCCC(C)C)=O 2,2-bis[[(1-oxoisooctadecyl)oxy]methyl]-1,3-propanediyl bis(isooctadecanoate)